N1(CCOCC1)CCOC1=CC2=C(N(C=N2)C2=CC=C(C=C2)NC(=O)N2N=C(C=C2N)C(C)(C)C)C=C1 5-amino-3-tert-butyl-pyrazol-1-carboxylic acid {4-[5-(2-morpholin-4-yl-ethoxyl)-benzimidazol-1-yl]-phenyl}-amide